ClC1=NC(=CC(=C1)C=1C=C(C=CC1C)NC(=O)C1=CC(=NC=C1)C(F)(F)F)N1CCOCC1 N-{3-[2-chloro-6-(morpholin-4-yl)pyridin-4-yl]-4-methylphenyl}-2-(trifluoromethyl)pyridine-4-carboxamide